[I-].C(C)(C)(C)OC(=O)NCC[N+](CCC[N+]1=C2C=C(C=CC2=C2C=CC(=CC2=C1C1=CC=CC=C1)NC(=O)OC(C)(C)C)NC(=O)OC(C)(C)C)(C)CCNC(=O)OC(C)(C)C.[I-] 5-(3-(Bis(2-((tert-butoxycarbonyl)amino)ethyl)(methyl)ammonio)propyl)-3,8-bis((tert-butoxy-carbonyl)amino)-6-phenylphenanthridin-5-ium iodide